4-[2-(aminomethyl)pyrimidin-5-yl]-2,6-dimethyl-piperazine-1-carboxylic acid tert-butyl ester C(C)(C)(C)OC(=O)N1C(CN(CC1C)C=1C=NC(=NC1)CN)C